(fluorohexyl)silane FCCCCCC[SiH3]